N,N-dimethyl-3,4-dihydroquinoxaline-1(2H)-formamide CN(C(=O)N1CCNC2=CC=CC=C12)C